pyrazino[2,3-g]quinoxaline nitrogen [N].N1=CC=NC=2C1=CC=1N=CC=NC1C2